2-([1,1'-biphenyl]-2-yl)-4-([1,1'-biphenyl]-4-yl)-6-(4-chlorophenyl)-1,3,5-triazine C1(=C(C=CC=C1)C1=NC(=NC(=N1)C1=CC=C(C=C1)C1=CC=CC=C1)C1=CC=C(C=C1)Cl)C1=CC=CC=C1